N1(CCCCC1)CC[Li].N1(CCCCC1)CC[Li].[Li] lithium bis(1-piperidylethyllithium)